[4-(5-methyloxazolo[4,5-b]pyridin-2-yl)piperazin-1-yl]-[2-[3-(2,2,2-trifluoro-1-methyl-ethoxy)azetidin-1-yl]pyrimidin-5-yl]methanone CC1=CC=C2C(=N1)N=C(O2)N2CCN(CC2)C(=O)C=2C=NC(=NC2)N2CC(C2)OC(C(F)(F)F)C